C(=C)(C)C1=C(C=CC=C1)NC(C1=CC=CC=C1)=O N-(2-isopropenylphenyl)benzamide